rac-1-Oleoyl-Glycerol C(CCCCCCC\C=C/CCCCCCCC)(=O)OC[C@H](O)CO |r|